ISOINDOLINEBORONIC ACID C1(NCC2=CC=CC=C12)B(O)O